NC1=CC=C(CNC(=O)OCC)C=C1 para-amino-benzyl-urethane